OC1=C(C(=O)O)C=CC=C1 o-hydroxybenzoyl alcohol